5-bromo-2-(2,2-difluoro-3-(piperidin-1-yl)propoxy)pyridin-3-amine BrC=1C=C(C(=NC1)OCC(CN1CCCCC1)(F)F)N